N-(3-fluoro-4-((1-isopropyl-2-oxo-2,3-dihydro-1H-imidazo[4,5-b]pyridine-7-yl)oxy)phenyl)-1-(4-methylpyrimidine-2-yl)-5-(trifluoromethyl)-1H-pyrazole-4-carboxamide FC=1C=C(C=CC1OC1=C2C(=NC=C1)NC(N2C(C)C)=O)NC(=O)C=2C=NN(C2C(F)(F)F)C2=NC=CC(=N2)C